4-((1H-pyrazol-1-yl)methyl)-3-methoxy-N-((2,4,6-trimethoxyphenyl)sulfonyl)benzamide N1(N=CC=C1)CC1=C(C=C(C(=O)NS(=O)(=O)C2=C(C=C(C=C2OC)OC)OC)C=C1)OC